[La].[Sb] antimony-lanthanum